METHANOINDEN-5-YL ISOBUTYRATE C(C(C)C)(=O)OC=1C=C2C=C3C(C2=CC1)C3